FC=1C=CC=C(C1F)C1=NN(C(=C1O)C)C 3-(5,6-difluorophenyl)-1,5-dimethylpyrazole-4-ol